tri(2-ethylhexyl) 1,2,3-benzenetricarboxylate C1(=C(C(=CC=C1)C(=O)OCC(CCCC)CC)C(=O)OCC(CCCC)CC)C(=O)OCC(CCCC)CC